1-(4-chlorophenyl)-3-(4-methoxyphenyl)-4-methylene-3-azabicyclo[3.1.0]hexane-2-one ClC1=CC=C(C=C1)C12C(N(C(C2C1)=C)C1=CC=C(C=C1)OC)=O